FC1=CC=C(C=N1)C=1C=CC(=C(C1)NC1=NC=NC2=CC(=C(C=C12)OC1CCN(CC1)C(C=C)=O)OC)OC 1-(4-((4-((5-(6-fluoropyridin-3-yl)-2-methoxyphenyl)amino)-7-methoxy-quinazolin-6-yl)oxy)piperidin-1-yl)prop-2-en-1-one